1-(2H-1,3-benzodioxol-5-yl)-2-(methylamino)butan-1-one O1COC2=C1C=CC(=C2)C(C(CC)NC)=O